1-ethyl-3-(3-dimethylaminopropyl)carbodiimide, Hydrochloride Cl.C(C)N=C=NCCCN(C)C